15-chloro-21,23-difluoro-16-methoxy-11-methyl-18,18-dioxo-8-oxa-18λ6-thia-11,19-diazatetracyclo[18.3.1.113,17.02,7]pentacosa-1(24),2,4,6,13,15,17(25),20,22-nonaen-12-one ClC=1C=C2C(N(CCOC3=CC=CC=C3C=3C(=CC(=C(NS(C(C1OC)=C2)(=O)=O)C3)F)F)C)=O